CS(=O)(=O)C1=CC=C(C=C1)C1=CC2=NC=CC(=C2O1)C=1C=C(C=CC1)C(=O)N1CCOCC1 (3-(2-(4-(methylsulfonyl)phenyl)furo[3,2-b]pyridin-7-yl)phenyl)(morpholino)methanone